4-(((R)-1-(3-(difluoromethyl)-2-fluorophenyl)ethyl)amino)-6-((R)-2,2-dimethylcyclopropyl)-2-methyl-2,6-dihydropyrido[3,4-d]pyridazine-1,7-dione FC(C=1C(=C(C=CC1)[C@@H](C)NC1=NN(C(C=2C1=CN(C(C2)=O)[C@H]2C(C2)(C)C)=O)C)F)F